((3R)-1,1,3-trimethylindan-4-yl)pyridine-3-carboxamide CC1(C[C@H](C2=C(C=CC=C12)C1=NC=CC=C1C(=O)N)C)C